(5-(2-(dimethylamino)ethoxy)pyridin-2-yl)benzamide CN(CCOC=1C=CC(=NC1)C1=C(C(=O)N)C=CC=C1)C